4,7-dihydroxymethyl-1,10-phenanthroline OCC1=CC=NC2=C3N=CC=C(C3=CC=C12)CO